BrC=1C2=CN(N=C2C=CC1)C=1C=NC=CC1 4-bromo-2-(3-pyridinyl)-2H-indazole